(4-(1-(cyclopropanecarbonyl)indol-5-yl)-5-methylthiazol-2-yl)-2-(3-(2-(2-(2,6-dioxopiperidin-3-yl)-1,3-dioxoisoindol-5-ylamino)ethoxy)-4-fluorophenyl)acetamide C1(CC1)C(=O)N1C=CC2=CC(=CC=C12)C=1N=C(SC1C)C(C(=O)N)C1=CC(=C(C=C1)F)OCCNC=1C=C2C(N(C(C2=CC1)=O)C1C(NC(CC1)=O)=O)=O